(S)-7-(2-((2-ethyl-4-(2-methyl-4-(oxetan-3-yl)piperazin-1-yl)phenyl)amino)-5-(trifluoromethyl)pyrimidin-4-yl)-4-methyl-3,4-dihydrothieno[2,3-f][1,4]thiazepin-5(2H)-one 1,1-dioxide C(C)C1=C(C=CC(=C1)N1[C@H](CN(CC1)C1COC1)C)NC1=NC=C(C(=N1)C1=CC2=C(C(N(CCS2(=O)=O)C)=O)S1)C(F)(F)F